C1CC12OCCN(C2)C(=O)C2=NOC(=N2)C2=C(C(=C(C(=C2)F)F)O)F (4-Oxa-7-azaspiro[2.5]octan-7-yl)(5-(2,4,5-trifluoro-3-hydroxyphenyl)-1,2,4-oxadiazol-3-yl)methanone